The molecule is a D-galactosamine 1-phosphate in which the anomeric centre has alpha configuration. It is a tautomer of an alpha-D-galactosamine 1-phosphate zwitterion. C([C@@H]1[C@@H]([C@@H]([C@H]([C@H](O1)OP(=O)(O)O)N)O)O)O